BrC=1C(=C(C2=C(N(C(=N2)C)C)C1)Cl)I 6-bromo-4-chloro-5-iodo-1,2-dimethyl-1H-benzo[d]imidazole